(4aR,8aS)-6-[3-[(3-Chlorophenyl)methoxy]pyrrolidine-1-carbonyl]-4,4a,5,7,8,8a-hexahydropyrido[4,3-b][1,4]oxazin-3-one ClC=1C=C(C=CC1)COC1CN(CC1)C(=O)N1C[C@@H]2[C@@H](OCC(N2)=O)CC1